NC1=NC(=NC(=N1)N)C(CCCCCC)C=1N=C(NC1)CCCCCCCCCCCCCCCCC 1-(4,6-diamino-s-triazin-2-yl)heptyl-2-heptadecylimidazole